1-methyl-6-(trifluoromethyl)pyrimidin-2,4(1H,3H)-dione CN1C(NC(C=C1C(F)(F)F)=O)=O